C(C)(=O)O[C@@H]1CN2[C@@H]([C@@H]([C@@H]2CN(CC1)C(NC1=CC=C(C=C1)OC)=O)C1=CC=C(C=C1)Br)CN1C(C2=CC=CC=C2C1=O)=O [(3S,8R,9S,10S)-9-(4-bromophenyl)-10-[(1,3-dioxoisoindolin-2-yl)methyl]-6-[(4-methoxyphenyl)carbamoyl]-1,6-diazabicyclo[6.2.0]decan-3-yl] acetate